O1C(CCCC1)OCCCCCCCCOC1=CC=C(C(=O)O)C=C1 4-((8-((tetrahydro-2H-pyran-2-yl)oxy)octyl)oxy)benzoic acid